ethyl-N-(chloroacetyl)glycine C(C)N(CC(=O)O)C(CCl)=O